2-methyl-4-(methylthio)aniline CC1=C(N)C=CC(=C1)SC